BrC1=CC2=C(C=3N(CCO2)C(=C(N3)I)F)C=C1 9-Bromo-3-fluoro-2-iodo-5,6-dihydrobenzo[f]imidazo[1,2-d][1,4]oxaazepin